C(C)OC(C(C(CCl)=O)=NO)=O 4-chloro-2-(hydroxyimino)-3-oxobutyric acid ethyl ester